2-((1R,2R)-1-(2-cyanophenyl)-1-(1-(2-hydroxy-2-methylpropyl)-1H-pyrazol-4-yl)propan-2-yl)-5-hydroxy-N-(isoxazol-4-yl)-1-methyl-6-oxo-1,6-dihydropyrimidine-4-carboxamide C(#N)C1=C(C=CC=C1)[C@@H]([C@@H](C)C=1N(C(C(=C(N1)C(=O)NC=1C=NOC1)O)=O)C)C=1C=NN(C1)CC(C)(C)O